(Z)-2,3'-Biindoline N1C(CC2=CC=CC=C12)C1CNC2=CC=CC=C12